FC1(CCC(CC1)N[C@@H]1[C@H](CCCC1)CC=1C=C2CN(C(C2=CC1)=O)C1C(NC(CC1)=O)=O)F 3-(5-(((1R,2S)-2-((4,4-difluorocyclohexyl)amino)cyclohexyl)methyl)-1-oxoisoindolin-2-yl)piperidine-2,6-dione